2-benzyl-2-(((2R,3S,4R,5R)-5-(2-chloro-6-((cyclopropylmethyl)amino)-9H-purin-9-yl)-3-ethynyl-3,4-dihydroxytetrahydrofuran-2-yl)methoxy)malonic acid C(C1=CC=CC=C1)C(C(=O)O)(C(=O)O)OC[C@H]1O[C@H]([C@@H]([C@@]1(O)C#C)O)N1C2=NC(=NC(=C2N=C1)NCC1CC1)Cl